OC=1C=C(C[C@@H]2NC(C3=C(NC2=O)C=C(C=C3)F)=O)C=CC1O (S)-3-(3,4-dihydroxybenzyl)-8-fluoro-3,4-dihydro-1H-benzo[E][1,4]diazepine-2,5-dione